3-(3-(3-methyl-1H-indazol-5-yl)imidazo[1,2-b]pyridazin-6-yl)-8-oxa-3-azabicyclo[3.2.1]octane CC1=NNC2=CC=C(C=C12)C1=CN=C2N1N=C(C=C2)N2CC1CCC(C2)O1